2-(2-(4,4-dimethylcyclohexylidene)ethyl)-1,3-dioxane-13C2 CC1(CCC(CC1)=CC[13CH]1OCC[13CH2]O1)C